N1(CCC1)C1CC(N(C1)C1=CC=C(C=C1)N1C=NC(=C1)NC=1N=CC(=NC1)C#N)C 5-((1-(4-(4-(Azetidin-1-yl)-2-methylpyrrolidin-1-yl)phenyl)-1H-imidazol-4-yl)amino)pyrazine-2-carbonitrile